OC1=CC(=C(C=C1)NC1=CC2=C(C=N1)N(C(N2C2=CC=C(C=C2)OC)=O)C)C 6-((4-Hydroxy-2-methylphenyl)amino)-1-(4-methoxyphenyl)-3-methyl-1,3-dihydro-2H-imidazo[4,5-c]pyridin-2-one